CN(CC(COC1=C(C=O)C=CC=N1)(C)C)C (3-(dimethylamino)-2,2-dimethylpropoxy)nicotinaldehyde